tert-butyl ((S)-1-((2S,3S)-1-(2-chloro-N-(((S)-2-oxopyrrolidin-3-yl)methyl)acetamido)-2-hydroxy-5-methylhexan-3-yl)-2-oxopyrrolidin-3-yl)carbamate ClCC(=O)N(C[C@H]1C(NCC1)=O)C[C@@H]([C@H](CC(C)C)N1C([C@H](CC1)NC(OC(C)(C)C)=O)=O)O